5-(8-((6-(piperazin-1-yl)pyridin-3-yl)methyl)-3,8-diazabicyclo[3.2.1]oct-3-yl)quinoline-8-carbonitrile N1(CCNCC1)C1=CC=C(C=N1)CN1C2CN(CC1CC2)C2=C1C=CC=NC1=C(C=C2)C#N